tert-butyl N-[(3R)-1-[7-({8-fluoro-2-methylimidazo[1,2-a]pyridin-6-yl}carbamoyl)-2-methylindazol-4-yl]pyrrolidin-3-yl]-N-methylcarbamate FC=1C=2N(C=C(C1)NC(=O)C1=CC=C(C3=CN(N=C13)C)N1C[C@@H](CC1)N(C(OC(C)(C)C)=O)C)C=C(N2)C